styrene glycidyl-methylmethacrylate C(C1CO1)C(=C(C(=O)O)C)C.C=CC1=CC=CC=C1